9,9-bis[4-[di(2-naphthyl)amino]phenyl]fluorene C1=C(C=CC2=CC=CC=C12)N(C1=CC=C(C=C1)C1(C2=CC=CC=C2C=2C=CC=CC12)C1=CC=C(C=C1)N(C1=CC2=CC=CC=C2C=C1)C1=CC2=CC=CC=C2C=C1)C1=CC2=CC=CC=C2C=C1